2-methoxy-5-[({2-[(9R)-9-(pyridin-2-yl)-6-oxaspiro[4.5]decan-9-yl]ethyl}amino)methyl]pyridine-3-carbonitrile COC1=NC=C(C=C1C#N)CNCC[C@]1(CCOC2(CCCC2)C1)C1=NC=CC=C1